C(OC1CCC(CC1)N)([2H])([2H])[2H] 4-(methoxy-d3)cyclohexan-1-amine